4-amino-7-fluoro-N,3-dimethyl-N-((8S)-3-(trifluoromethyl)-7,8-dihydro-5H-pyrano[4,3-b]pyridin-8-yl)-3H-pyrazolo[3,4-c]quinoline-8-carboxamide NC1=NC=2C=C(C(=CC2C2=C1N(N=C2)C)C(=O)N([C@@H]2COCC=1C2=NC=C(C1)C(F)(F)F)C)F